FC(S(=O)(=O)ON=C(C#N)C1=CC=CC=C1)(F)F α-(trifluoromethylsulfonyl-oximino)-phenylacetonitrile